C(C1=CC=CC=C1)N1N=CC(=C1)C=1C(=CC(N(C1)C)=O)SCC(=O)O [5-(1-Benzyl-1H-pyrazol-4-yl)-1-methyl-2-oxo-1,2-dihydro-pyridin-4-ylsulfanyl]-acetic acid